C1(CC1)C(C(C)(C)O)N1C(C2=C(C=CC=C2C1)C1=CC=CC=2OC(OC21)(F)F)=O 2-(1-cyclopropyl-2-hydroxy-2-methylpropyl)-7-(2,2-difluorobenzo[d][1,3]dioxol-4-yl)isoindolin-1-one